4β-hydroxy-3β-hydroxy-5α-cholan-7-one O[C@@H]1[C@@H]2CC([C@H]3[C@@H]4CC[C@H]([C@@H](CCC)C)[C@]4(CC[C@@H]3[C@]2(CC[C@@H]1O)C)C)=O